(R)-N-(1-(6,7-difluoro-1-oxo-1,2-dihydroisoquinolin-4-yl)ethyl)-6-fluoro-N-methylindolizine-2-carboxamide FC=1C=C2C(=CNC(C2=CC1F)=O)[C@@H](C)N(C(=O)C=1C=C2C=CC(=CN2C1)F)C